Heptan-7-ylacetic acid CCCCCCCCC(=O)O